ClC1=CC=C(C=C1)C1(CN(C1)C(=O)OC(C)(C)C)OC tert-butyl 3-(4-chlorophenyl)-3-methoxyazetidine-1-carboxylate